COC(=O)C=1C=C(C=CC1)C1=CC(=CC=C1)CBr.C(C1=CC=CC=C1)N1CCC(CC1)C1=NNC=C1CC1=CC=CC=C1 1-benzyl-4-(4-benzyl-1H-pyrazol-3-yl)piperidine methyl-3'-(bromomethyl)-[1,1'-biphenyl]-3-carboxylate